ClC1=C2C(=NN(C2=CC=C1)S(=O)(=O)C1=CC=C(C)C=C1)N1[C@@H](CC(C1)(F)F)C(C)F 4-chloro-3-((2S)-4,4-difluoro-2-(1-fluoroethyl)pyrrolidin-1-yl)-1-tosyl-1H-indazole